N-((R)-1-cyanopyrrolidin-3-yl)-4-((2S,6R)-2,6-dimethylmorpholino)-3-fluorobenzamide C(#N)N1C[C@@H](CC1)NC(C1=CC(=C(C=C1)N1C[C@@H](O[C@@H](C1)C)C)F)=O